C(C)OC(=O)C(C)CCCCCCCC Decane-2-carboxylic acid ethyl ester